C(=O)(O)\C(=C/C=C(/C(=O)[O-])\O)\C(=O)[O-] 5-Carboxy-2-hydroxymuconat